C(C)OC(C)OC1C(C(CC=C1C)C)C 6-(1-ethoxyethoxy)-1,4,5-trimethyl-cyclohexene